(1S,2S,5R)-3-(9H-fluoren-9-ylmethoxycarbonyl)-3-azabicyclo[3.1.0]hexane-2-carboxylic acid C1=CC=CC=2C3=CC=CC=C3C(C12)COC(=O)N1[C@@H]([C@H]2C[C@H]2C1)C(=O)O